O[C@@H](C(=O)NC1=CC=NC=C1)C1=CC=CC=C1 (R)-2-hydroxy-2-phenyl-N-(pyridin-4-yl)acetamide